CS(=O)(=O)OCC1OCCOC1 (1,4-dioxan-2-yl)methyl methanesulfonate